CON(C(=O)C1CC1)CC1=CC=C(C=C1)C=1NOC=C(N1)C1=C(C=CC=C1)C(F)(F)F N-methoxy-N-({4-[5-(trifluoromethylphenyl)-1,2,4-oxadiazin-3-yl]phenyl}methyl)cyclopropanecarboxamide